C(C)(=O)C1=CNC(C2=CC=C(C=C12)F)=O 4-Acetyl-6-fluoroisoquinolin-1(2H)-one